((tetrahydrofuran-2-yl)methyl)piperazin O1C(CCC1)CN1CCNCC1